8-chloro-1-[4-(3-chloropyridin-2-yl)piperidin-1-yl]-5,6-dihydro-4H-[1,2,4]triazolo[4,3-a][1]benzazepin ClC=1C=CC2=C(CCCC=3N2C(=NN3)N3CCC(CC3)C3=NC=CC=C3Cl)C1